(R)-N-(1-(4-fluorophenyl)ethyl)-5-(5-(methylsulfonyl)pyridin-3-yl)pyrazin-2-amine FC1=CC=C(C=C1)[C@@H](C)NC1=NC=C(N=C1)C=1C=NC=C(C1)S(=O)(=O)C